Octacosa-10,13-dienoic acid C(CCCCCCCCC=CCC=CCCCCCCCCCCCCCC)(=O)O